1-(2-fluoro-4-nitro-phenyl)-4-hydroxy-piperidine-4-carboxylic acid benzyl ester C(C1=CC=CC=C1)OC(=O)C1(CCN(CC1)C1=C(C=C(C=C1)[N+](=O)[O-])F)O